OC1=NC(=NC(=C1)O)S 4,6-Dihydroxy-2-mercaptopyrimidine